C(C)(C)(C)C1=C(OC(O1)=O)S(=O)(=O)N (tert-butyl)-2-oxo-1,3-dioxole-4-sulfonamide